C1CC(CC1)OC([O-])=O 3-cyclopentylcarbonate